NC1=C(C=C(C=N1)C=1N=C(N(C1)C12CC(C1)(C2)N2CCC(CC2)(F)F)C=O)C(F)(F)F 4-(6-amino-5-(trifluoromethyl)pyridin-3-yl)-1-(3-(4,4-difluoropiperidin-1-yl)bicyclo[1.1.1]Pentane-1-yl)-1H-imidazole-2-carbaldehyde